C(C)OC(C(=O)C1=CC=CC=C1)OCC 2,2-diethoxyacetophenone